(1R)-1-hydroxytricosane OCCCCCCCCCCCCCCCCCCCCCCC